C(CC)N(/C=C(\C(=O)OCC1=C(C=CC=C1)Cl)/C(F)(F)F)CCC 2-chlorobenzyl (E)-3-(dipropylamino)-2-(trifluoromethyl)acrylate